3-(4-fluoro-2-(trifluoromethylphenyl)acryloyl)-4,4-dimethyloxazolidin-2-one FC1=CC(=C(C=C1)C(C(=O)N1C(OCC1(C)C)=O)=C)C(F)(F)F